OC(=O)C(F)(F)F.ClC1=CC=C(C=C1)C1=CC=C(C=C1)C1C(C1)NCC1=CC=C(C=C1)/C=C/C(=O)NO (E)-3-(4-(((2-(4'-chloro-[1,1'-biphenyl]-4-yl)cyclopropyl)amino)methyl)phenyl)-N-hydroxyacrylamide TFA salt